ClC1=NC=C(C2=C1C(=CN2C)I)F 4-Chloro-7-fluoro-3-iodo-1-methyl-1H-pyrrolo[3,2-c]pyridine